NCC1=CC2=C(N(C(=N2)CN2C(C3(C=4C2=CN=CC4)CC3)=O)CCCC(F)(F)F)C=C1 1'-((5-(aminomethyl)-1-(4,4,4-trifluorobutyl)-1H-benzo[d]imidazol-2-yl)methyl)spiro[cyclopropane-1,3'-pyrrolo[2,3-c]pyridin]-2'(1'H)-one